FC(C1=CC(=C(C=C1)C1CCCC12NNCC(=C2)C(=O)N)C2=NC=NC(=C2)C(F)(F)F)(F)F [4-(trifluoromethyl)-2-[6-(trifluoromethyl)pyrimidin-4-yl]phenyl]-6,7-diazaspiro[4.5]dec-9-ene-9-carboxamide